[5-[(E)-4-[tert-butyl(dimethyl)silyl]oxybut-1-enyl]-2-methylsulfanyl-pyrimidin-4-yl]-(4-fluoro-2-methoxy-phenyl)methanol [Si](C)(C)(C(C)(C)C)OCC/C=C/C=1C(=NC(=NC1)SC)C(O)C1=C(C=C(C=C1)F)OC